CN1C(=NC=C1)COC1=CC=C(C=C1)C=1C=C(C(NC1C(F)(F)F)=O)C(=O)N 5-(4-((1-Methyl-1H-imidazol-2-yl)methoxy)phenyl)-2-oxo-6-(trifluoromethyl)-1,2-dihydropyridine-3-carboxamide